2-(2-imidazolin-2-yl)pyridine N1C(=NCC1)C1=NC=CC=C1